ClC=1C=C(C=CC1S(=O)(=O)C1CC1)C(=O)[C@@H]1[C@H](C1)C(=O)O (1S,2S)-2-{[3-chloro-4-(cyclopropanesulfonyl)phenyl]carbonyl}cyclopropane-1-carboxylic acid